C(=O)(OC(C)(C)C)NCCN N-Bocethylenediamine